COCC(COC)C 1,3-dimethoxy-2-methylpropan